C(C)(C)(C)C=1C(=C(C=C(C1)C(C)(C)C)B1OC(C(O1)(C)C)(C)C)OCOC 2-(3,5-di-tert-butyl-2-(methoxymethoxy)phenyl)-4,4,5,5-tetramethyl-1,3,2-dioxaborolan